FC(F)(F)S(=O)(=O)[O-].[Cu+] copper (i) trifluoromethylsulfonate